(S)-3-ethylpiperazine-1-carboxylic acid tert-butyl ester C(C)(C)(C)OC(=O)N1C[C@@H](NCC1)CC